C(C1=CC=CC=C1)C1=C(C2=C(N(C(N(C2=O)C2=CC=C(C=C2)F)=O)C2=CC=C(C=C2)F)N(C1=O)CCCC)O 6-benzyl-8-butyl-1,3-bis(4-fluorophenyl)-5-hydroxypyrido[2,3-d]Pyrimidine-2,4,7(1H,3H,8H)-trione